NC1=NC=NC=2N(C3=CC(=CC=C3C21)C(=O)OC)CC(=O)N2[C@@H]1C[C@@H]1C[C@H]2C(NC2=NC(=CC=C2)Br)=O methyl 4-amino-9-(2-((1R,3S,5R)-3-((6-bromopyridin-2-yl)carbamoyl)-2-azabicyclo[3.1.0]hexan-2-yl)-2-oxoethyl)-9H-pyrimido[4,5-b]indole-7-carboxylate